3-[{[(3R)-6-butoxy-3-methyl-3,4-dihydro-2-naphthalenyl]methyl}(methyl)amino]propanoic acid C(CCC)OC=1C=C2C[C@H](C(=CC2=CC1)CN(CCC(=O)O)C)C